N1(CCCCC1)C(=O)ONC(=O)N(C12C[C@]3(C[C@](CC(C1)C3)(C2)C)C)C(C)(C)C tert-butyl-(3-((1r,3R,5S,7r)-3,5-dimethyladamantan-1-yl) ureido) piperidine-1-carboxylate